CC=1SC(=CC1C(=O)NC1=NC(=NS1)CC(C)N1CCOCC1)C1=CC(=CC=C1)OC(F)(F)F 2-Methyl-N-(3-(2-morpholinopropyl)-1,2,4-thiadiazol-5-yl)-5-(3-(trifluoromethoxy)phenyl)thiophene-3-carboxamide